5'-Oxo-2'-(2-phenylquinolin-7-yl)-5',6'-dihydro-4'H-spiro[cyclobutane-1,7'-pyrazolo[1,5-a]pyrimidine]-3'-carboxamide O=C1NC=2N(C3(C1)CCC3)N=C(C2C(=O)N)C2=CC=C3C=CC(=NC3=C2)C2=CC=CC=C2